C(C)(C)(CC(C)(C)C)C1=CC=C(C=C1)OC1=CC=C(C=C1)C(C)(C)CC(C)(C)C mono-tertiary octylphenyl ether